6-(3-((Benzyloxy)methyl)-4-ethyl-5-oxo-4,5-dihydro-1H-1,2,4-triazol-1-yl)-7-fluoro-4-(prop-1-en-2-yl)-2-(o-tolyl)-3,4-dihydroisoquinolin-1(2H)-one C(C1=CC=CC=C1)OCC1=NN(C(N1CC)=O)C=1C=C2C(CN(C(C2=CC1F)=O)C1=C(C=CC=C1)C)C(=C)C